3-hydroxyquinuclidine OC1CN2CCC1CC2